3-methyl-5-(trimethylsilyl)methylisoxazole CC1=NOC(=C1)C[Si](C)(C)C